ClC1=CC(=NC=N1)N1CCC(CC1)C(=O)N1OCC[C@H]1C=1C=C(C#N)C=C(C1)F 3-[(3S)-2-[1-(6-chloropyrimidin-4-yl)piperidine-4-carbonyl]isoxazolidin-3-yl]-5-fluoro-benzonitrile